CS(=O)\C=C/[C@@H](C)N (2R,Z)-4-(methylsulfinyl)but-3-en-2-amine